C(C)(C)(C)OC(=O)N1C[C@@H]2N(C3=C(OC2)C=C(C(=C3)F)Br)CC1.ClC1=CC=C(C=C1)S(=O)(=O)C1=CC=C(C=C1)S(=O)(=O)C1=CC=C(C=C1)Cl 1,4-bis(4-chlorophenylsulfonyl)benzene tert-butyl-(S)-8-bromo-9-fluoro-1,2,4a,5-tetrahydrobenzo[b]pyrazino[1,2-d][1,4]oxazine-3(4H)-carboxylate